1H-pyrrolo[2,3-c]pyridin-4-amine N1C=CC2=C1C=NC=C2N